(6-((6-chloropyrimidin-4-yl)amino)quinoxalin-5-yl)dimethylphosphine oxide ClC1=CC(=NC=N1)NC=1C(=C2N=CC=NC2=CC1)P(C)(C)=O